1-{4-[2-{[1-(propan-2-yl)-1H-pyrazolo[4,3-c]pyridin-6-yl]amino}-6-(pyrrolidin-1-yl)pyrimidin-4-yl]-1,4-diazepan-1-yl}pent-4-yn-1-one CC(C)N1N=CC=2C=NC(=CC21)NC2=NC(=CC(=N2)N2CCN(CCC2)C(CCC#C)=O)N2CCCC2